(9S)-9-ethyl-5-fluoro-9-hydroxy-1-(4-hydroxybutyl)-4-methyl-1,2,3,9,12,15-hexahydro-10H,13H-benzo[de]pyrano[3',4':6,7]indolizino[1,2-b]quinoline-10,13-dione C(C)[C@]1(C(OCC=2C(N3CC=4C(=NC=5C=C(C(=C6C5C4C(CC6)CCCCO)C)F)C3=CC21)=O)=O)O